[Si](C)(C)(C(C)(C)C)OC1(CC1)C1=NC=CC=C1F (1-((tert-butyldimethylsilyl)oxy)cyclopropyl)-3-fluoropyridine